C(#N)C1=C(C=CC(=C1)C(F)(F)F)N1CCC(CC1)(C(=O)N[C@H]1CNCC1)C1=CC=C(C=N1)C=1C(=NC=CC1)OCC 1-[2-cyano-4-(trifluoromethyl)phenyl]-4-{2'-ethoxy-[3,3'-bipyridin]-6-yl}-N-[(3R)-pyrrolidin-3-yl]piperidine-4-carboxamide